2-((4-((5-fluoroquinolin-6-yl)amino)-7-(1-methyl-1H-pyrazol-4-yl)quinazolin-5-yl)oxy)-1-morpholinopropan-1-one FC1=C2C=CC=NC2=CC=C1NC1=NC=NC2=CC(=CC(=C12)OC(C(=O)N1CCOCC1)C)C=1C=NN(C1)C